pentadecane ammonium [NH4+].CCCCCCCCCCCCCCC